NCCN1CCC(CC1)C=1C=C2CN(C(C2=CC1)=O)C1C(NC(CC1)=O)=O 3-(5-(1-(2-aminoethyl)piperidin-4-yl)-1-oxoisoindolin-2-yl)piperidine-2,6-dione